C(C)(=O)OC1(C(CC(CC1)(C)C)CC)C=C 2-ethyl-4,4-dimethyl-1-vinylcyclohexyl acetate